(R)-1-(2-(1-aminoethyl)-6-(fluoromethyl)imidazo[1,2-a]pyridin-8-yl)-3-methylimidazolidine-2,4-dione N[C@H](C)C=1N=C2N(C=C(C=C2N2C(N(C(C2)=O)C)=O)CF)C1